C(#CC)C=1C(NC(N([C@H]2[C@H](O)[C@H](O)[C@@H](CO)O2)C1)=O)=O 5-(1-propynyl)-uridine